Dimethyl 2,6-dimethyl-4-(3-bromophenyl)-1,4-dihydropyridine-3,5-dicarboxylate CC=1NC(=C(C(C1C(=O)OC)C1=CC(=CC=C1)Br)C(=O)OC)C